C(C)C1=C(C(=C2C(=N1)CC=1C=CC=CC12)CCCCCC)CC 2,3-diethyl-4-hexyl-9H-indeno[2,1-b]pyridine